C1(CC1)C(=O)N1CC(C1)(C(=O)N(C1=CC(=CC=C1)F)CC1=NC=C(C=C1)C=1OC(=NN1)C(F)F)F 1-(cyclopropanecarbonyl)-N-((5-(5-(difluoromethyl)-1,3,4-oxadiazol-2-yl)pyridin-2-yl)methyl)-3-fluoro-N-(3-fluorophenyl)azetidine-3-carboxamide